2-tert-butyl 3-ethyl (1S,3R,5S)-2-azabicyclo[3.1.0]hexane-2,3-dicarboxylate [C@H]12N([C@H](C[C@@H]2C1)C(=O)OCC)C(=O)OC(C)(C)C